N-{4-[(5-ethyl-1,3,4-thiadiazol-2-yl)sulfamoyl]phenyl}acetamide C(C)C1=NN=C(S1)NS(=O)(=O)C1=CC=C(C=C1)NC(C)=O